BrC1=CC2=C(C(N(CC23CC3)CC(=O)OCC)=O)S1 Ethyl 2-(2'-bromo-7'-oxo-5'H-spiro[cyclopropane-1,4'-thieno[2,3-c]pyridin]-6'(7'H)-yl)acetate